2-((4,4-difluorocyclohexyl)amino)-6-(3,5-dimethyl-1H-pyrazol-1-yl)isonicotinaldehyde FC1(CCC(CC1)NC=1C=C(C=O)C=C(N1)N1N=C(C=C1C)C)F